ClC1=NN(C(=C1)C)C1=CC=C(CN2C3=NC(=NC=C3NC2=O)C2=C(C=CC=C2)C(C)C)C=C1 9-(4-(3-chloro-5-methyl-1H-pyrazol-1-yl)benzyl)-2-(2-isopropylphenyl)-7,9-dihydro-8H-purin-8-one